FC1=C2C(=NC=NC2=C(C=C1)F)NCCC1=C(C=C(C=C1)OC1=NC=CC(=C1)C(F)(F)F)F 5,8-difluoro-N-[2-(2-fluoro-4-{[4-(trifluoromethyl)pyridine-2-yl]oxy}phenyl)ethyl]quinazolin-4-amine